CC1=CC=CC(=N1)C1=NC=CC(=N1)NC1=NC(=NC=C1)NC=1SC(=CN1)N1CCNCC1 N4-[2-(6-methyl-2-pyridyl)pyrimidin-4-yl]-N2-(5-piperazin-1-ylthiazol-2-yl)pyrimidine-2,4-diamine